FC(C=1C=C(C=CC1F)C(C=1N(C(=CN1)C)COCC[Si](C)(C)C)C1=CC(=C(C=C1)F)C(F)F)F 2-(bis(3-(difluoromethyl)-4-fluorophenyl)methyl)-5-methyl-1-((2-(trimethylsilyl)ethoxy)methyl)-1H-imidazole